[2-(4-Bromo-phenyl)-ethyl]{1-[3-(4-chloro-phenyl)-adamantan-1-yl]-ethyl}-amine BrC1=CC=C(C=C1)CCNC(C)C12CC3(CC(CC(C1)C3)C2)C2=CC=C(C=C2)Cl